(R)-2-(2,2-difluoroethyl)-N-(6-(difluoromethyl)pyridazin-4-yl)-8-methyl-8-(trifluoromethyl)-7,8-dihydro-6H-pyrazolo[1,5-a]pyrrolo[2,3-e]pyrimidine-6-carboxamide FC(CC1=NN2C(N=CC3=C2[C@@](CN3C(=O)NC3=CN=NC(=C3)C(F)F)(C(F)(F)F)C)=C1)F